7-{[(3R,4S)-4-fluoro-3-methylpiperidin-1-yl]methyl}-3,3-dimethyl-N-{3-[(1r,3s)-3-methyl-1-(4-methyl-1,2,4-triazol-3-yl)cyclobutyl]phenyl}-1H,2H-pyrrolo[3,2-b]pyridine-5-carboxamide F[C@@H]1[C@@H](CN(CC1)CC1=C2C(=NC(=C1)C(=O)NC1=CC(=CC=C1)C1(CC(C1)C)C1=NN=CN1C)C(CN2)(C)C)C